2,3-dimethyl-4-(3-methoxypropoxy)pyridine CC1=NC=CC(=C1C)OCCCOC